NC=1C=C(C=C(C1)C(F)(F)F)[C@@H](C)NC1=NC(=NC2=CC(=C(C=C12)OC1CCNCC1)OC)C (R)-N-(1-(3-amino-5-(trifluoromethyl)phenyl)ethyl)-7-methoxy-2-methyl-6-(piperidin-4-yloxy)quinazolin-4-amine